C(C)(C)(C)OC(=O)N1C(=NC(=C1)C(OC)OC)N N-tert-butyloxycarbonyl-2-amino-4-(dimethoxymethyl)-imidazole